COC=1C=C2C(=NC(=NC2=CC1OC)C)N[C@H](C)C=1C=C(C=CC1)C1=CC(=CC=C1)OC(F)(F)F 6,7-dimethoxy-2-methyl-N-{(1R)-1-[3'-(trifluorometh-oxy)biphenyl-3-yl]ethyl}quinazolin-4-amine